(1-diphenylphosphinyl-3,4-dimethyl-9H-xanthen-2-yl)-diphenyl-phosphane C1(=CC=CC=C1)P(=O)(C1=C(C(=C(C=2OC3=CC=CC=C3CC12)C)C)P(C1=CC=CC=C1)C1=CC=CC=C1)C1=CC=CC=C1